FC(CC[C@@H]1CN(C2=C(S([C@@H]1F)(=O)=O)C=C(C(=C2)SC)OCC2(CC2)C(=O)OCC)C2=CC(=CC=C2)F)(C)F ethyl 1-((((2S,3R)-3-(3,3-difluorobutyl)-2-fluoro-5-(3-fluorophenyl)-7-(methylthio)-1,1-dioxido-2,3,4,5-tetrahydrobenzo[b][1,4]thiazepin-8-yl)oxy)methyl)cyclopropane-1-carboxylate